1-[1-(2,6-dioxo-3-piperidyl)-3-methyl-2-oxo-benzimidazol-5-yl]piperidine-4-carbaldehyde trifluoroacetate FC(C(=O)O)(F)F.O=C1NC(CCC1N1C(N(C2=C1C=CC(=C2)N2CCC(CC2)C=O)C)=O)=O